1-Ethyl-5-oxo-N-propyl-N-(4-((4-(4-(trifluoromethyl)piperidin-1-yl)phenyl)amino)benzyl)pyrrolidine-3-carboxamide C(C)N1CC(CC1=O)C(=O)N(CC1=CC=C(C=C1)NC1=CC=C(C=C1)N1CCC(CC1)C(F)(F)F)CCC